Cl.ClC1=C(C=C(C=C1)N1CC(C2=NC(=CC=C21)C(=O)N2C(CN(CC2)C2=NC=C(C=N2)C(=O)O)(C)C)(C)C)F 2-(4-(1-(4-chloro-3-fluorophenyl)-3,3-dimethyl-2,3-dihydro-1H-pyrrolo[3,2-b]pyridine-5-carbonyl)-3,3-dimethylpiperazin-1-yl)-pyrimidine-5-carboxylic acid hydrochloride